(5R,6R)-6-cyclobutyl-5-(4-(4-(dimethoxymethyl)piperidin-1-yl)phenyl)-5,6,7,8-tetrahydronaphthalen-2-ol C1(CCC1)[C@@H]1[C@@H](C=2C=CC(=CC2CC1)O)C1=CC=C(C=C1)N1CCC(CC1)C(OC)OC